ClC1=NC=2N(C(=C1C1=C(C=C(C=C1F)C#C)F)N[C@H](C)C(C)C)N=CN2 (R)-5-chloro-6-(4-ethynyl-2,6-difluorophenyl)-N-(3-methylbutan-2-yl)-[1,2,4]Triazolo[1,5-a]Pyrimidin-7-amine